trans-4-aminocyclohexan-1-ol N[C@@H]1CC[C@H](CC1)O